nonadecane-4,16-diol CCCC(CCCCCCCCCCCC(CCC)O)O